dichloro(ethylenediamine) palladium [Pd].ClNCCNCl